2-(phenylaminocarbonyl)-2-thiazoline C1(=CC=CC=C1)NC(=O)C=1SCCN1